N-[4-(2,6-dichloro-4-pyridinyl)-2-pyridinyl]acetamide ClC1=NC(=CC(=C1)C1=CC(=NC=C1)NC(C)=O)Cl